C1(=CC=CC=C1)C1=CC(=CC(=C1)C1=C2OC=3C(=CC=CC3C(C2=CC=C1)(C)C)B1OC(C(O1)(C)C)(C)C)C1=CC=CC=C1 2-(5-([1,1':3',1''-terphenyl]-5'-yl)-9,9-dimethyl-9H-xanthen-4-yl)-4,4,5,5-tetramethyl-1,3,2-dioxaborolane